CC1(CCN(C(O1)=O)CCCNC1=NC(=NC=C1C(F)(F)F)NC=1C(=NN(C1)C1CN(CC1)C)C)C 6,6-Dimethyl-3-(3-((2-((3-methyl-1-(1-methylpyrrolidin-3-yl)-1H-pyrazol-4-yl)amino)-5-(trifluoromethyl)pyrimidin-4-yl)amino)propyl)-1,3-oxazinan-2-on